FC1=C(C=CC(=C1)F)N1N=CC(=N1)C(=O)N1[C@H](C2=CC=CC=C2[C@H](C1)C=1C=NN(C1C)C)C |r| [2-(2,4-difluorophenyl)triazol-4-yl]-[rac-(1S,4S)-4-(1,5-dimethylpyrazol-4-yl)-1-methyl-3,4-dihydro-1H-isoquinolin-2-yl]methanone